phenyl-bis(4-aminophenoxy)fluorene Nonoxyethyl-acrylate C(CCCCCCCC)OCCOC(C=C)=O.C1(=CC=CC=C1)C=1C(=C(C=2CC3=CC=CC=C3C2C1)OC1=CC=C(C=C1)N)OC1=CC=C(C=C1)N